NC[C@@]1(CC[C@@]2(CC[C@@]3(C4=CC=C5[C@](C(C(C=C5[C@@]4(CC[C@]3([C@@H]2C1)C)C)=O)=O)(C)OC)C)C)C (4S,6bS,8aS,11R,12aR,12bS,14aR)-11-(aminomethyl)-4-methoxy-4,6b,8a,11,12b,14a-hexamethyl-4,6b,7,8,8a,9,10,11,12,12a,12b,13,14,14a-tetradecahydropicene-2,3-dione